C1(CC1)C(=O)NC=1C(=C(N=NC1)C(=O)N)NC1=C(C(=CC=C1)C1=NN(C(=C1)P(=O)(C1CC1)C1CC1)C([2H])([2H])[2H])OC (Cyclopropanecarboxamido)-4-((3-(5-(dicyclopropylphosphoryl)-1-(methyl-d3)-1H-pyrazol-3-yl)-2-methoxyphenyl)amino)pyridazine-3-carboxamide